(2S,4S,6S)-4-[3-methoxy-4-(trifluoromethyl)phenyl]-1,2-dimethyl-6-(1-methyltriazol-4-yl)piperidin-4-ol COC=1C=C(C=CC1C(F)(F)F)[C@@]1(C[C@@H](N([C@@H](C1)C=1N=NN(C1)C)C)C)O